tert-butyl (6-fluoro-5-(4,4,5,5-tetramethyl-1,3,2-dioxaborolan-2-yl)-1,2,3,4-tetrahydronaphthalen-1-yl)(methyl)carbamate FC=1C(=C2CCCC(C2=CC1)N(C(OC(C)(C)C)=O)C)B1OC(C(O1)(C)C)(C)C